ClC1=CC=C(C=C1)C1(CC1)C1=CC=CC(=N1)CC(C(=O)O)=C ((6-(1-(4-chlorophenyl)cyclopropyl)pyridin-2-yl)methyl)acrylic acid